FC1=C(C(C1(F)F)(F)F)OC(C(F)(F)F)C(F)(F)F 1,3,3,4,4-pentafluoro-2-((1,1,1,3,3,3-hexafluoropropan-2-yl)oxy)cyclobut-1-ene